1-hydroxy-6-(4-(methyl-sulfonyl)piperidine-1-carbonyl)anthracene-9,10-dione OC1=CC=CC=2C(C3=CC(=CC=C3C(C12)=O)C(=O)N1CCC(CC1)S(=O)(=O)C)=O